CC=1C=C(C=C(C1)C)[B-](C1=CC(=CC(=C1)C)C)(C1=CC(=CC(=C1)C)C)C1=CC(=CC(=C1)C)C.[K+] potassium tetrakis(3,5-dimethylphenyl)borate